N[C@@H]1[C@@H](CCC2=CC=CC=C12)O |r| rac-(1S,2R)-1-aminotetralin-2-ol